1,2-bis-(2-hydroxyethylmercapto)ethane OCCSCCSCCO